bis(t-butylbenzene) nickel [Ni].C(C)(C)(C)C1=CC=CC=C1.C(C)(C)(C)C1=CC=CC=C1